1,3-didecyl-glycerol C(CCCCCCCCC)OCC(O)COCCCCCCCCCC